4-(6-(pyrazolo[1,5-a]pyridin-2-ylmethoxy)pyridin-2-yl)piperidine N1=C(C=C2N1C=CC=C2)COC2=CC=CC(=N2)C2CCNCC2